N1C(=NC2=C1C=CC=C2)C=2C=C(NC1=CC=C(C=C1)C=1N=NC=CC1C(F)(F)F)C=CC2 3-(1H-benzo[d]imidazole-2-yl)-N-(4-(4-(trifluoromethyl)pyridazin-3-yl)phenyl)aniline